FC(=C)C(F)(F)F 2,3,3,3-tetrakisFluoropropene